ClC1=CC=C(C=C1)C=1N=CN(C1C1=CC(=NC=C1)C(F)F)CC(=O)N[C@@H]1CN(CC1)C(=O)OC(C)(C)C tert-butyl (3S)-3-{2-[4-(4-chlorophenyl)-5-[2-(difluoromethyl)pyridin-4-yl]-1H-imidazol-1-yl]acetamido}pyrrolidine-1-carboxylate